2-((2r,4s)-2-(1-cyclopropyl-1H-pyrazol-4-yl)tetrahydro-2H-pyran-4-yl)-4-(2-fluoro-4-(trifluoromethyl)phenyl)-6-methoxy-7-methylpteridine C1(CC1)N1N=CC(=C1)[C@@H]1OCC[C@@H](C1)C1=NC2=NC(=C(N=C2C(=N1)C1=C(C=C(C=C1)C(F)(F)F)F)OC)C